N-(3,4-dihydroxyphenethyl)-5-(1,2-dithiolan-3-yl)valeramide OC=1C=C(CCNC(CCCCC2SSCC2)=O)C=CC1O